(E)-BETA-ocimene C=C\C(\C)=C\CC=C(C)C